(3S,4R)-N-{2-bromo-3-iodopyrazolo[1,5-a]pyrimidin-7-yl}-3-fluoro-1-methylpiperidin-4-amine BrC1=NN2C(N=CC=C2N[C@H]2[C@H](CN(CC2)C)F)=C1I